CC1=C(CN2CCN3C2=NC(C2=C3CCN(C2)C=2SC=NN2)=O)C=CC=C1 3-(2-methylbenzyl)-7-(1,3,4-thiadiazol-2-yl)-2,3,6,7,8,9-hexahydroimidazo[1,2-a]pyrido[3,4-e]pyrimidin-5(1H)-one